The molecule is a dipeptide composed of L-isoleucine and L-histidine joined by a peptide linkage. It has a role as a metabolite. It derives from a L-isoleucine and a L-histidine. CC[C@H](C)[C@@H](C(=O)N[C@@H](CC1=CN=CN1)C(=O)O)N